ClC1=NC(=C(C(=N1)C(=O)OC)OC)Cl Methyl 2,6-dichloro-5-methoxypyrimidine-4-carboxylate